5-(2-chlorophenyl)-1-cyclopentyl-N-[(2S)-4-(3,3-difluoropiperidin-1-yl)-1-[5-(trifluoromethyl)-4H-1,2,4-triazol-3-yl]butan-2-yl]-1H-pyrazole-3-carboxamide ClC1=C(C=CC=C1)C1=CC(=NN1C1CCCC1)C(=O)N[C@H](CC1=NN=C(N1)C(F)(F)F)CCN1CC(CCC1)(F)F